C1(CC1)C=1C(=CC=2N(N1)C(=CN2)C2=NC(=NC=C2)N[C@H]2CNCC[C@@H]2F)OC 4-(6-cyclopropyl-7-methoxyimidazo[1,2-b]pyridazin-3-yl)-N-((3S,4S)-4-fluoropiperidin-3-yl)pyrimidin-2-amine